ribose 5-phosphate disodium salt [Na+].[Na+].P(=O)([O-])([O-])OC[C@H]([C@H]([C@H](C=O)O)O)O